ClC=1C=CC(=NC1)[C@]1(OC2=C(O1)C=CC=C2[C@@H]2CC[C@@H](OC2)CC2=NC1=C(N2C[C@H]2OCC2)C=C(C=C1)C(=O)O)C 2-(((2R,5S)-5-((R)-2-(5-chloropyridin-2-yl)-2-methylbenzo[d][1,3]dioxol-4-yl)tetrahydro-2H-pyran-2-yl)methyl)-1-(((S)-oxetan-2-yl)methyl)-1H-benzo[d]imidazole-6-carboxylic acid